CN1C=CC2=CC(=CC=C12)CNC(CCC)=O N-[(1-methylindol-5-yl)methyl]butyramide